O[C@@H](C)C1=C2C=CC(=CC2=CC=C1)O |o1:1| 5-((S or R)-1-hydroxyethyl)naphthalen-2-ol